bis(2-ethylhexoxy)diethoxysilane tert-butyl-(S,E)-4-((benzyloxy)imino)-2-((tert-butoxycarbonyl)amino)butanoate C(C)(C)(C)OC([C@H](C/C=N/OCC1=CC=CC=C1)NC(=O)OC(C)(C)C)=O.C(C)C(CO[Si](OCC)(OCC)OCC(CCCC)CC)CCCC